tert-butyl 7-((S)-1-(benzyloxy)-3-methyl-1-oxobutan-2-yl)-6-oxo-2,7-diazaspiro[4.4]nonane-2-carboxylate C(C1=CC=CC=C1)OC([C@H](C(C)C)N1C(C2(CCN(C2)C(=O)OC(C)(C)C)CC1)=O)=O